[1-(2,6-Dioxopiperidin-3-yl)-3-methyl-2-oxo-1,3-benzodiazol-4-yl]piperidine-1-carboxylic acid tert-butyl ester C(C)(C)(C)OC(=O)N1C(CCCC1)C1=CC=CC=2N(C(N(C21)C)=O)C2C(NC(CC2)=O)=O